5-(4-((2-((N-ethylsulfamoyl)amino)pyridin-4-yl)methyl)-3-methylpiperazin-1-yl)-3-fluoro-N-methylpicolinamide C(C)NS(=O)(=O)NC1=NC=CC(=C1)CN1C(CN(CC1)C=1C=C(C(=NC1)C(=O)NC)F)C